NC(CON1CC2=CC=CC=C2C1)C1=CC=CC=C1 2-(2-amino-2-phenylethoxy)-1H-isoindole